C[C@@]12[C@@](CN(C1)CCCN1C3=CC=C(C=C3OC=3C=C(C=CC13)Br)Br)(COC2)C 10-{3-[(3aR,6aS)-3a,6a-dimethyl-tetrahydrofuro[3,4-c]pyrrol-5-yl]propyl}-3,7-dibromophenoxazine